CC1(OCCO1)CCO 2-(2-methyl-1,3-dioxolan-2-yl)ethanol